tetradecane-4,8-diol CCCC(CCCC(CCCCCC)O)O